OC(C(=O)O)CC(CO)O 2,4,5-trihydroxyvaleric acid